C(C1=CC=CC=C1)OC=1C(=NN(C1C(=O)OC)CCCO[Si](C)(C)C(C)(C)C)C methyl 4-(benzyloxy)-1-(3-{[tert-butyl(dimethyl)silyl]oxy}propyl)-3-methyl-1H-pyrazole-5-carboxylate